C(C1=CC=CC=C1)OC[C@@H](C(=O)N[C@H](C(C(C(=O)OCC1=CC=CC=C1)(CO[Si](CC)(CC)CC)C)=O)CC(=C)C)NC(CCCCC(C)C)=O Benzyl (4S)-4-((S)-3-(benzyloxy)-2-(6-methylheptanamido)propanamido)-2,6-dimethyl-3-oxo-2-(((triethylsilyl)oxy)methyl)hept-6-enoate